N,N-Dimethyl-1-[[4-[5-(trifluoromethyl)-1,2,4-oxadiazol-3-yl]phenyl]methyl]pyrazol-4-carboxamid CN(C(=O)C=1C=NN(C1)CC1=CC=C(C=C1)C1=NOC(=N1)C(F)(F)F)C